N-([1,1'-biphenyl]-yl)-9,9-dimethyl-N-(4-(9-phenyl-9H-carbazol-3-yl)phenyl)-9H-fluoren-2-amine C1(=C(C=CC=C1)N(C1=CC=2C(C3=CC=CC=C3C2C=C1)(C)C)C1=CC=C(C=C1)C=1C=CC=2N(C3=CC=CC=C3C2C1)C1=CC=CC=C1)C1=CC=CC=C1